OC1=CC=C(C=N1)NC1(CCC1)C#N 1-((6-hydroxypyridine-3-yl)amino)cyclobutane-1-nitrile